(2-chloro-4-methoxy-5-methylphenyl)-N-[(1S)-2-cyclopropyl-1-(3-fluoro-4-methylphenyl)ethyl]-5-methyl-N-prop-2-ynyl-1,3-thiazol-2-amine ClC1=C(C=C(C(=C1)OC)C)C=1N=C(SC1C)N(CC#C)[C@@H](CC1CC1)C1=CC(=C(C=C1)C)F